NC=1C(NC2=NC(=C(C=C2C1C=1C2=CN(N=C2C(=CC1)Cl)C1OCCCC1)Br)C)=O 3-amino-6-bromo-4-[7-chloro-2-(oxan-2-yl)indazol-4-yl]-7-methyl-1H-1,8-naphthyridin-2-one